C(C)(C)(CC(C)(C)C)O tertiary octyl alcohol